1-((4-(5-(1H-indole-2-yl)-1,2,4-oxadiazol-3-yl)naphthalen-1-yl)methyl)azetidine-3-carboxylic acid N1C(=CC2=CC=CC=C12)C1=NC(=NO1)C1=CC=C(C2=CC=CC=C12)CN1CC(C1)C(=O)O